4-carboxyl-5,8,11-tri(carboxymethyl)-1-phenyl-2-oxa-5,8,11-triazatridecane C(=O)(O)C(COCC1=CC=CC=C1)N(CCN(CCN(CC)CC(=O)O)CC(=O)O)CC(=O)O